SC1=C(C=CC2=CC=CC=C12)N 1-mercapto-2-amino-naphthalene